(3S,11aR)-6-hydroxy-3-methyl-N-[(1,4,5-trimethyl-1H-imidazol-2-yl)methyl]-5,7-dioxo-2,3,5,7,11,11a-hexahydro[1,3]oxazolo[3,2-a]pyrido[1,2-d]pyrazine-8-carboxamide OC=1C(C(=CN2C[C@@H]3N(C(C21)=O)[C@H](CO3)C)C(=O)NCC=3N(C(=C(N3)C)C)C)=O